1-(5-fluoro-4-formyl-2-methoxyphenyl)-N-(isoxazol-3-yl)-N-(4-methoxybenzyl)-2-oxo-1,2-dihydroquinoline-6-sulfonamide FC=1C(=CC(=C(C1)N1C(C=CC2=CC(=CC=C12)S(=O)(=O)N(CC1=CC=C(C=C1)OC)C1=NOC=C1)=O)OC)C=O